CC1=CC(=NN1)NC1=CN=CC(=N1)NC1C2CC3CC(CC1C3)C2 Cis-4-[(6-[(5-methyl-1H-pyrazol-3-yl)amino]pyrazin-2-yl)amino]adamantan